NC1=NC(=CC(=N1)N1CCC2(C[C@H](NC2)C(=O)OCC)CC1)O[C@@H](C(F)(F)F)C1=C(C=C(C=C1)Cl)C1=CC(=CC=C1)OC1CCCC1 (S)-ethyl 8-(2-amino-6-((R)-1-(5-chloro-3'-(cyclopentyloxy)-[1,1'-biphenyl]-2-yl)-2,2,2-trifluoroethoxy)pyrimidin-4-yl)-2,8-diazaspiro[4.5]decane-3-carboxylate